C1(CC1)C(=O)N1CC2C(C1)CN(C2)C2=C(C=C(C=N2)NC2=NC=C(C(=N2)NC=2C=CC1=C(NC(O1)=O)C2)C)F 5-{2-[6-(5-Cyclopropanecarbonyl-hexahydro-pyrrolo[3,4-c]pyrrol-2-yl)-5-fluoro-pyridin-3-ylamino]-5-methyl-pyrimidin-4-ylamino}-3H-benzooxazol-2-one